dibutyl-capramide C(CCC)N(C(=O)CCCCCCCCC)CCCC